(S)-2-((3-(dimethylcarbamoyl)-5-(4,4,5,5-tetramethyl-1,3,2-dioxaborolan-2-yl)pyridin-2-yl)amino)propyl acetate C(C)(=O)OC[C@H](C)NC1=NC=C(C=C1C(N(C)C)=O)B1OC(C(O1)(C)C)(C)C